N-(2-(2-(2-(naphthalen-2-ylamino)-2-oxoacetyl)pyrrolidin-1-yl)-2-oxoethyl)-6-(3-(piperidin-1-yl)propoxy)quinoline-4-carboxamide C1=C(C=CC2=CC=CC=C12)NC(C(=O)C1N(CCC1)C(CNC(=O)C1=CC=NC2=CC=C(C=C12)OCCCN1CCCCC1)=O)=O